(E)-1-((3R,4R)-3-(difluoro(4-(trifluoromethyl)phenyl)methoxy)-4-((5-fluoropyrimidin-2-yl)amino)pyrrolidin-1-yl)but-2-en-1-one FC(O[C@@H]1CN(C[C@H]1NC1=NC=C(C=N1)F)C(\C=C\C)=O)(C1=CC=C(C=C1)C(F)(F)F)F